11-azidoundecan-1-ol N(=[N+]=[N-])CCCCCCCCCCCO